(E)-5-((4-(4-(2-cyanovinyl)-2,6-dimethylphenoxy)pyrimidin-2-yl)amino)-2-(4-(methylsulfonyl)piperazin-1-yl)benzonitrile C(#N)/C=C/C1=CC(=C(OC2=NC(=NC=C2)NC=2C=CC(=C(C#N)C2)N2CCN(CC2)S(=O)(=O)C)C(=C1)C)C